ClC=1C=C2CCO[C@@H](C2=CC1)C=1C=C(SC1)C(=O)C=1C(=NC=NC1)N[C@H]1C[C@@H]([C@H](C1)CNS(O)(=O)=O)O.CC1=NC=C(C=C1)C=1NC=CC1 2-methyl-5-(pyrrole-2-yl)pyridine [(1R,2S,4R)-4-[[5-{4-[(1S)-6-chloroisochroman-1-yl]thiophene-2-carbonyl}pyrimidin-4-yl]amino]-2-hydroxy-cyclopentyl]methyl-sulfamate